racemic-1-pyreneethanol C1(=CC=C2C=CC3=CC=CC4=CC=C1C2=C34)CCO